C1(=CC=CC=C1)C=C1NCCCC1 (phenyl)methylenepiperidine